N-{4-[3-(4-Ethyl-phenyl)-1,2,4-oxadiazol-5-yl]phenyl}-5-oxo-1-[(pyridin-3-yl)methyl]-pyrrolidine-3-carboxamide C(C)C1=CC=C(C=C1)C1=NOC(=N1)C1=CC=C(C=C1)NC(=O)C1CN(C(C1)=O)CC=1C=NC=CC1